bis(octamethyltetrasiloxanylpropyl)octane C[SiH](O[Si](O[Si](C)(C)CCCC(CCCCCCC)CCC[Si](O[Si](O[SiH](O[Si](C)(C)C)C)(C)C)(C)C)(C)C)O[Si](C)(C)C